N-CYCLOPENTYL-2-(3-FORMYL-INDOL-1-YL)-ACETAMIDE C1CCC(C1)NC(=O)CN2C=C(C3=CC=CC=C32)C=O